1-butyl-2,3-dimethyl-imidazole tetrafluoroborate F[B-](F)(F)F.C(CCC)N1C(N(C=C1)C)C